1-(((4-((5-(3-(((S)-1-(1H-tetrazol-1-yl)propan-2-yl)oxy)-4-chlorophenyl)pyrimidin-2-yl)amino)-1-((1r,4r)-4-morpholinocyclohexyl)-1H-pyrazol-3-yl)oxy)methyl)cyclobutan-2-ol N1(N=NN=C1)C[C@H](C)OC=1C=C(C=CC1Cl)C=1C=NC(=NC1)NC=1C(=NN(C1)C1CCC(CC1)N1CCOCC1)OCC1C(CC1)O